FC=1C(=NC=C(C1)C(F)(F)F)CC1CC2(CN(C2)C(=O)N2CC3(C2)NC(OC3)=O)C1 2-[6-[[3-fluoro-5-(trifluoromethyl)-2-pyridinyl]methyl]-2-azaspiro[3.3]heptane-2-carbonyl]-7-oxa-2,5-diazaspiro[3.4]octan-6-one